S1C(=CC=2COCCC21)C(=O)N2C[C@H]1[C@@H](C2)C([C@@H](C1)C)=O (3aS,5R,6aR)-2-(6,7-dihydro-4H-thieno[3,2-c]pyran-2-ylcarbonyl)-5-methylhexahydrocyclopenta[c]pyrrol-4(1H)-one